N-(cyclopropylmethyl)-3-(4-{[(3S,4R)-3-fluoro-1-methylpiperidin-4-yl]amino}-1-(2,2,2-trifluoroethyl)-1H-indol-2-yl)-1,2,4-oxadiazole-5-carboxamid C1(CC1)CNC(=O)C1=NC(=NO1)C=1N(C2=CC=CC(=C2C1)N[C@H]1[C@H](CN(CC1)C)F)CC(F)(F)F